N-(2-methoxy-4-(4-methyl-1H-pyrazol-1-yl)phenyl)-7-methylquinolin-4-amine COC1=C(C=CC(=C1)N1N=CC(=C1)C)NC1=CC=NC2=CC(=CC=C12)C